5-(4-{[2-(4-methoxyphenyl)phenyl]amino}phenyl)-1,3,4-thiadiazol-2-amine COC1=CC=C(C=C1)C1=C(C=CC=C1)NC1=CC=C(C=C1)C1=NN=C(S1)N